N-(3-Amino-4-nitrophenyl)-N-methylacetamide NC=1C=C(C=CC1[N+](=O)[O-])N(C(C)=O)C